CC1=C(C[PH2]=O)C(=CC(=C1)C)C (2,4,6-trimethylbenzyl)phosphine oxide